3-(2,5-dichlorobenzenesulfonamido)benzoic acid ClC1=C(C=C(C=C1)Cl)S(=O)(=O)NC=1C=C(C(=O)O)C=CC1